C1(=CC=CC=C1)N1NC(=CC1C1=CC=C(C=C1)N(CC)CC)C=CC1=CC=C(C=C1)N(CC)CC 1-phenyl-3-(4-diethylaminostyryl)-5-(4-diethylamino-phenyl)-pyrazoline